5-amino-N-(4-cyanophenyl)valeramide NCCCCC(=O)NC1=CC=C(C=C1)C#N